C(C)C(CP(O)(=O)CC(CCCC)CC)CCCC bis-(2-ethylhexyl)phosphinic acid